dimethyl-(oxo)-λ6-sulfanimine CS(=N)(=O)C